{4-[4-amino-7-(trans-4-cyanocyclohexyl)pyrrolo[2,1-f][1,2,4]triazin-5-yl]-3-fluorophenyl}-2-oxo-1-phenyl-1,2-dihydropyridine-3-carboxamide NC1=NC=NN2C1=C(C=C2[C@@H]2CC[C@H](CC2)C#N)C2=C(C=C(C=C2)C2=C(C(N(C=C2)C2=CC=CC=C2)=O)C(=O)N)F